1-(4-bromophenyl)-1-cyclopropylethan-1-ol BrC1=CC=C(C=C1)C(C)(O)C1CC1